3-(9-chloro-2-methyl-4-oxo-5,6-dihydro-2H-2,6-methanobenzo[g][1,3,5]oxadiazocin-3(4H)-yl)benzoic acid ClC1=CC2=C(C3NC(N(C(O2)(C3)C)C=3C=C(C(=O)O)C=CC3)=O)C=C1